C(C)N(C)[Mo+5] (ethylmethylamino)molybdenum (VI)